tert-butyl (5,6-difluoro-4-hydroxynaphthalen-2-yl)carbamate FC1=C2C(=CC(=CC2=CC=C1F)NC(OC(C)(C)C)=O)O